ClC1=C(C#N)C=CC(=C1)N1CC2(CC1)CCN(CC2)C(C2=CC(=CC=C2)C(=O)N2CCN(CC2)CC2CN(C2)C=2C=C1C(N(C(C1=CC2)=O)C2C(NC(CC2)=O)=O)=O)=O 2-chloro-4-(8-(3-(4-((1-(2-(2,6-dioxopiperidin-3-yl)-1,3-dioxoisoindolin-5-yl)azetidin-3-yl)methyl)piperazine-1-carbonyl)benzoyl)-2,8-diazaspiro[4.5]decan-2-yl)benzonitrile